(S)-8-cyclohexyl-3-(1-hydroxy-propan-2-yl)-6-(5-(trifluoromethyl)pyridin-2-yl)pyrido[3,4-d]pyrimidin-4(3H)-one C1(CCCCC1)C1=NC(=CC2=C1N=CN(C2=O)[C@H](CO)C)C2=NC=C(C=C2)C(F)(F)F